ClC1=C(C=CC=C1C1=NC(=C(N=C1)C=O)OC)C1=C(C(=CC=C1)NC(=O)C=1C(N(C(N(C1)C)=O)C)=O)C N-(2'-chloro-3'-(5-formyl-6-methoxypyrazin-2-yl)-2-methyl-[1,1'-biphenyl]-3-yl)-1,3-dimethyl-2,4-dioxo-1,2,3,4-tetrahydropyrimidine-5-carboxamide